7-Amino-6-(3-methoxy-2,6-dimethylphenyl)-N2-methyl-5-oxo-5,6-dihydro-1,6-naphthyridine-2,8-dicarboxamide NC=1N(C(C=2C=CC(=NC2C1C(=O)N)C(=O)NC)=O)C1=C(C(=CC=C1C)OC)C